OC1=NOC2=C(C=C1)C=CC(=C2O)CN2CCC(CC2)C2=CC(=CC=C2)OC 3,9-dihydroxy-8-((4-(3-methoxyphenyl)piperidin-1-yl)methyl)benzo[5,6]oxazepin